FC(OC1=CC=CC2=C1[C@H]1N3C([C@H](C(S2)C(=O)OCC)C1)=NC1=C3C=C(C=C1)C=1C=NC(=NC1)C(C)(C)O)F ethyl (7R,14S)-1-(difluoromethoxy)-11-[2-(2-hydroxypropan-2-yl)pyrimidin-5-yl]-6,7-dihydro-14H-7,14-methanobenzimidazo[2,1-d][1,5]benzothiazocine-6-carboxylate